C(C)(C)(C)OC(=O)N[C@@H](CC(=O)OCC1=CC=CC=C1)CO benzyl (S)-3-((tert-butoxycarbonyl)amino)-4-hydroxybutanoate